methyl-2-methylenebutanoic acid ethyl ester C(C)OC(C(C(C)C)=C)=O